COC1N(CC2(CC2)C1)C(=O)OC(C)(C)C tert-butyl 6-methoxy-5-azaspiro[2.4]heptane-5-carboxylate